tert-Butyl (R)-3-(4-(5-(((tert-butoxycarbonyl)(2-((tert-butoxycarbonyl)amino)ethyl)amino)methyl)-1-(3-((tert-butoxycarbonyl)amino)propyl)-1H-pyrazol-3-yl)phenoxy)-2-hydroxypropanoate C(C)(C)(C)OC(=O)N(CCNC(=O)OC(C)(C)C)CC1=CC(=NN1CCCNC(=O)OC(C)(C)C)C1=CC=C(OC[C@H](C(=O)OC(C)(C)C)O)C=C1